C(C)(=O)OC(C)CC ethylEthyl acetate